NC=1C(NC2=CC(=C(N=C2C1C1=C2C=NNC2=C(C=C1)F)C1CCNCC1)C)=O 3-Amino-4-(7-fluoro-1H-indazol-4-yl)-7-methyl-6-(4-piperidyl)-1H-1,5-naphthyridin-2-one